C(C)(C)(C)OC(=O)N1CCC(CC1)(C=1C(=CC=2N(C1)N=CN2)C)OC tert-butyl-4-methoxy-4-(7-methyl-[1,2,4]triazolo[1,5-a]pyridin-6-yl)piperidine-1-carboxylate